methyl 2-(3-bromo-5-hydroxybenzylideneamino)-3-(4-hydroxyphenyl)propanoate BrC=1C=C(C=NC(C(=O)OC)CC2=CC=C(C=C2)O)C=C(C1)O